tert-butyl 2-nitro-4-piperazin-1-yl-benzoate [N+](=O)([O-])C1=C(C(=O)OC(C)(C)C)C=CC(=C1)N1CCNCC1